(±)-7-methyl-2-morpholin-4-yl-9-[1-(2-thiazolylamino)ethyl]-pyrido[1,2-a]pyrimidin-4-one CC=1C=C(C=2N(C(C=C(N2)N2CCOCC2)=O)C1)[C@@H](C)NC=1SC=CN1 |r|